methyl 3-(trifluoromethyl)-1H-indazole-5-carboxylate FC(C1=NNC2=CC=C(C=C12)C(=O)OC)(F)F